(S)-4-((2,6-dimethylpyridin-3-yl)oxy)-N-(7-(3-hydroxy-3-methylbut-1-yn-1-yl)-5-methyl-4-oxo-2,3,4,5-tetrahydrobenzo[b][1,4]oxazepin-3-yl)picolinamide CC1=NC(=CC=C1OC1=CC(=NC=C1)C(=O)N[C@@H]1C(N(C2=C(OC1)C=CC(=C2)C#CC(C)(C)O)C)=O)C